(chlorodimethylsilyl)methane Cl[Si](C)(C)C